N-(2-bromo-5-fluoro-phenyl)pyrimidin-5-amine BrC1=C(C=C(C=C1)F)NC=1C=NC=NC1